FC(OC1=C(CC2=C(C(=O)N)C=CC=C2C(=O)N)C=CC=C1)(F)F (2-(trifluoromethoxy)benzyl)isophthalamide